NC=1N=C(SC1C(C1=CC=C(C=C1)OC1=CC=CC=C1)=O)N(C1=CC=C(C=C1)F)C(C(=O)N)C (N-[4-amino-5-(4-phenoxybenzoyl)thiazol-2-yl]-4-fluoro-anilino)propanamide